S-(2-succinyl)cysteine C([C@@H](C(=O)O)N)SC(CC(=O)O)C(=O)O